2-(dicyclohexylphosphino)-1-phenyl-1H-pyrrole C1(CCCCC1)P(C=1N(C=CC1)C1=CC=CC=C1)C1CCCCC1